5,8-dibromo-4H-chromen-4-one BrC1=C2C(C=COC2=C(C=C1)Br)=O